(4S)-thiazoline-4-carboxylic acid S1C=N[C@H](C1)C(=O)O